N-[3-fluoro-4-[(6-methoxy-7-pyridin-3-yl-1,5-naphthyridin-4-yl)oxy]phenyl]-5-(4-fluorophenyl)-4-hydroxy-6-methylpyridine-3-carboxamide FC=1C=C(C=CC1OC1=CC=NC2=CC(=C(N=C12)OC)C=1C=NC=CC1)NC(=O)C=1C=NC(=C(C1O)C1=CC=C(C=C1)F)C